3-((4-(2-((1-cyclopropyl-1H-pyrazol-4-yl)amino)-5-methylpyrimidin-4-yl)-2-fluorophenyl)amino)-2,2-dimethylpropanenitrile C1(CC1)N1N=CC(=C1)NC1=NC=C(C(=N1)C1=CC(=C(C=C1)NCC(C#N)(C)C)F)C